ClC1=CC=C(C=C1)C1=CN=C(O1)NC1=C(C(=O)NN=NO)C=CC=C1 ((5-(4-Chlorophenyl)oxazol-2-yl)amino)-N-hydroxyazobenzamide